ClC1=CC=C(C(=N1)C(=O)O)N[C@H](C)C1=C2N=C(C(=NC2=CC(=C1)C)C#N)N1CCC(CC1)(F)F (R)-6-chloro-3-((1-(2-cyano-3-(4,4-difluoropiperidin-1-yl)-7-methylquinoxalin-5-yl)ethyl)amino)picolinic acid